(4-(9H-carbazol-9-yl)-2,6-dimethylphenyl)magnesium bromide C1=CC=CC=2C3=CC=CC=C3N(C12)C1=CC(=C(C(=C1)C)[Mg]Br)C